tert-butyl (4-(pyrrolidin-1-ylmethyl)-3-(trifluoromethyl)phenyl)carbamate N1(CCCC1)CC1=C(C=C(C=C1)NC(OC(C)(C)C)=O)C(F)(F)F